N-[(3-chloropyridin-2-yl)methyl]-2-[(3R)-3-methyl-[1,4'-bipiperidin]-1'-yl]-1,3-thiazole-5-carboxamide ClC=1C(=NC=CC1)CNC(=O)C1=CN=C(S1)N1CCC(CC1)N1C[C@@H](CCC1)C